N-[4-[(tert-Butyldimethylsilyl)oxy]phenyl]-1-trideuteriomethyl-1H-pyrazol-4-amine [Si](C)(C)(C(C)(C)C)OC1=CC=C(C=C1)NC=1C=NN(C1)C([2H])([2H])[2H]